ClC=1N=C2CCC(NC2=CC1C(F)F)=O 6-chloro-7-(difluoromethyl)-3,4-dihydro-1,5-naphthyridin-2(1H)-one